((6-(4-(dimethylamino)piperidin-1-yl)-5-methylpyridin-3-yl)methyl)-N2-(heptan-4-yl)imidazo[2,1-f][1,2,4]triazine-2,4-diamine CN(C1CCN(CC1)C1=C(C=C(C=N1)CC=1N=C2C(=NC(=NN2C1)NC(CCC)CCC)N)C)C